N-cyclohexyl-3-aminopropyl-methyl-trimethoxysilane C1(CCCCC1)NCCCCO[Si](OC)(OC)C